6-(cyclopropanecarboxamido)-4-((2-methoxy-3-(1-methyl-6-oxo-1,6-dihydropyridazin-3-yl)phenyl)amino)-N-(methyl-d3)pyridazine-3-carboxamide C1(CC1)C(=O)NC1=CC(=C(N=N1)C(=O)NC([2H])([2H])[2H])NC1=C(C(=CC=C1)C1=NN(C(C=C1)=O)C)OC